tert-butyl (5R)-3,3-difluoro-5-(2-oxoazepan-1-yl)piperidine-1-carboxylate FC1(CN(C[C@@H](C1)N1C(CCCCC1)=O)C(=O)OC(C)(C)C)F